acryloxyethyl (4-methylhexahydrophthalate) acrylate C(C=C)(=O)O.CC1CC(C(C(=O)OCCOC(C=C)=O)CC1)C(=O)O